CC1=NC(=C2NC=NC2=N1)N(C)C(N)=O methyl-N6-carbamoyl-N6-methyl-adenine